6-Bromo-[1,2,4]-triazolo-[1,5-a]-pyridine BrC=1C=CC=2N(C1)N=CN2